5-(3,3-difluoro-2-methylbut-2-yl)-1,2-oxazol-3-amine FC(C(C)(C)C1=CC(=NO1)N)(C)F